COC=1C2=C(N=C(N1)NC1CC(C1)(C(=O)N(C)C)C)NC=C2C=2C=CC=1N(C2)C(=NN1)C (1s,3s)-3-((4-methoxy-5-(3-methyl-[1,2,4]triazolo[4,3-a]pyridin-6-yl)-7H-pyrrolo[2,3-d]pyrimidin-2-yl)amino)-N,N,1-trimethylcyclobutane-1-carboxamide